BrC1=CC(=NC=C1)NN 4-bromo-2-hydrazineylpyridine